methyl (2S)-2-[4-chloro-2-(1,1-difluoropropyl)-5-fluorophenoxy]butanoate ClC1=CC(=C(O[C@H](C(=O)OC)CC)C=C1F)C(CC)(F)F